5-Fluoro-4-iodopyridin-2-yl-N,N-dimethylmethanimidamide FC=1C(=CC(=NC1)C(N(C)C)=N)I